5-Ethynyl-6-fluoro-4-(8-fluoro-2-(((2R,7aS)-2-fluorotetrahydro-1H-pyrrolizin-7a(5H)-yl)methoxy)-4-((S)-2-methylpiperazin-1-yl)pyrido[4,3-d]pyrimidin-7-yl)naphthalen-2-ol C(#C)C1=C2C(=CC(=CC2=CC=C1F)O)C1=C(C=2N=C(N=C(C2C=N1)N1[C@H](CNCC1)C)OC[C@]12CCCN2C[C@@H](C1)F)F